4-bromo-1-(4-(bromomethyl)phenyl)-1H-pyrazole BrC=1C=NN(C1)C1=CC=C(C=C1)CBr